FC(OC=1C=C(C=C2C(=NN(C12)CCC)NC(C1=CC=C(C=C1)F)=O)C)F N-(7-(difluoromethoxy)-5-methyl-1-propyl-1H-indazol-3-yl)-4-fluorobenzamide